N-(3-(5-chloro-1H-indol-3-yl)propyl)-4-((4-(4-methylpiperazin-1-yl)pyridin-2-yl)amino)benzenesulfonamide tert-butyl-6,6-difluoro-1,4-diazepane-1-carboxylate C(C)(C)(C)OC(=O)N1CCNCC(C1)(F)F.ClC=1C=C2C(=CNC2=CC1)CCCNS(=O)(=O)C1=CC=C(C=C1)NC1=NC=CC(=C1)N1CCN(CC1)C